BrC1=CC=C(C=N1)C(CCO)C(F)(F)F 3-(6-bromopyridin-3-yl)-4,4,4-trifluorobutan-1-ol